C(C=C)(=O)OCCCC[Si](O)(O)O acryloyl-oxybutyl-trihydroxysilane